[N+](=O)([O-])C1=C(COC(=O)N2CCN(CC2)C(=O)OCC2=C(C=CC=C2[N+](=O)[O-])[N+](=O)[O-])C(=CC=C1)[N+](=O)[O-] bis-{[(2,6-dinitrobenzyl)oxy]carbonyl}piperazine